[O-2].[Ga+3].[In+3].[O-2].[O-2] Indium-Gallium Oxide